FCOC1=CC=NC=C1 4-(fluoromethoxy)pyridine